5-[4-amino-5-(trifluoromethyl)pyrrolo[2,1-f][1,2,4]triazin-7-yl]-N-[(3R,4S)-4-fluoro-1-(3,3,3-trifluoro-2,2-dimethylpropanoyl)pyrrolidin-3-yl]-2-methoxy-pyridine-3-carboxamide NC1=NC=NN2C1=C(C=C2C=2C=C(C(=NC2)OC)C(=O)N[C@@H]2CN(C[C@@H]2F)C(C(C(F)(F)F)(C)C)=O)C(F)(F)F